C(=C)C12C(C=CC=C1)(C=C)O2 divinylbenzene monooxide